ClC=1N=C2C(=NC1)N(C(=N2)SC)C2=C(C=CC=C2OC)OC chloro-1-(2,6-dimethoxyphenyl)-2-(methylthio)-1H-imidazo[4,5-B]pyrazine